6-bromo-7-(trifluoromethyl)-3,4-dihydro-1,5-naphthyridin-2(1H)-one BrC=1N=C2CCC(NC2=CC1C(F)(F)F)=O